O1C=C(C2=C1C=CC=C2)C2=NN(C1=C2C=NC(=C1)C(=O)N1C(CC(CC1)O)(C)C)CS(=O)(=O)C (3-benzofuran-3-yl-1-methanesulfonylmethyl-1H-pyrazolo[4,3-c]pyridin-6-yl)-(4-hydroxy-2,2-dimethyl-piperidin-1-yl)-methanone